2-methylpropane-2-sulfinic acid 2-ethylamide CCNS(=O)C(C)(C)C